22-cyclohexyl-10-((8Z,11Z)-heptadeca-8,11-dien-1-yl)-N,8,8-trimethyl-N-(prop-2-yn-1-yl)-7,9,11-trioxa-8-siladocosan-1-amine C1(CCCCC1)CCCCCCCCCCCOC(O[Si](OCCCCCCN(CC#C)C)(C)C)CCCCCCC\C=C/C\C=C/CCCCC